COC(C1=C(N=CC=C1)C)=O methyl-nicotinic acid methyl ester